(2-(4-iodobenzenesulfonyloxy)ethyl)(trifluoromethanesulfonyl)amide IC1=CC=C(C=C1)S(=O)(=O)OCC[N-]S(=O)(=O)C(F)(F)F